N-[4-(Azidomethyl)phenyl]-2-(cyclopropylmethyl)-3-(hydroxyamino)-3-oxo-propanamide N(=[N+]=[N-])CC1=CC=C(C=C1)NC(C(C(=O)NO)CC1CC1)=O